FC1=C(C=C(C(=C1)OC[C@H]1COCC1)F)NC=1C2=C(N=CN1)C=CC(=N2)O[C@@H]2CNCC2 N-(2,5-difluoro-4-(((R)-tetrahydrofuran-3-yl)methoxy)phenyl)-6-(((S)-pyrrolidin-3-yl)oxy)pyrido[3,2-d]pyrimidin-4-amine